1-bromo-2,5-difluoro-4-((4-methoxybenzyl)oxy)-3-nitrobenzene BrC1=C(C(=C(C(=C1)F)OCC1=CC=C(C=C1)OC)[N+](=O)[O-])F